2-propenoic acid, isodecyl ester C(C=C)(=O)OCCCCCCCC(C)C